[3-(2-Ethoxy-5-fluoro-pyrimidin-4-yl-amino)-6,6-dimethyl-4,6-dihydro-1H-pyrrolo[3,4-c]pyrazol-yl]-(R)-hexahydro-pyrrolo[1,2-a]pyrazin-2-yl-methanone C(C)OC1=NC=C(C(=N1)NC=1C2=C(N(N1)C(=O)N1C[C@@H]3N(CC1)CCC3)C(NC2)(C)C)F